(R,S)-(5-bromoisochroman-1-yl)methanamine BrC1=C2CCO[C@H](C2=CC=C1)CN